1-(2-fluoro-4-chlorophenyl)-4-(trifluoromethyl)-1H-1,2,3-triazole FC1=C(C=CC(=C1)Cl)N1N=NC(=C1)C(F)(F)F